2-((4-((R)-2-(4-chloro-2-(methoxy-d3)phenyl)-4-fluoro-2H-chromen-8-yl-2-d)Piperidin-1-yl)methyl)-1-(((S)-oxetan-2-yl)methyl)-1H-benzo[d]imidazole-6-carboxylic acid ClC1=CC(=C(C=C1)[C@@]1(OC2=C(C=CC=C2C(=C1)F)C1CCN(CC1)CC1=NC2=C(N1C[C@H]1OCC1)C=C(C=C2)C(=O)O)[2H])OC([2H])([2H])[2H]